N-(4-chloro-2-fluoro-6-nitrophenyl)-4-(2-chloro-4-fluorophenyl)-1,3-dimethyl-1H-pyrazol-5-amine ClC1=CC(=C(C(=C1)[N+](=O)[O-])NC1=C(C(=NN1C)C)C1=C(C=C(C=C1)F)Cl)F